NC1=C(N=C(O1)C1=CC=C(C=C1)C)C(=O)N 5-Amino-2-(4-methylphenyl)-1,3-oxazole-4-carboxamide